O=C1OC(CN1)CCNC([O-])=O [2-(2-oxooxazolidin-5-yl)ethyl]carbamate